BrC1=C(C(=C(C=C1)F)C)Cl 1-bromo-2-chloro-4-fluoro-3-methyl-benzene